t-butyl 2-[2,3,5-trimethyl-4-[(4,4,5,5-tetramethyl-1,3,2-dioxaborolan-2-yl)methyl]phenoxy]acetate CC1=C(OCC(=O)OC(C)(C)C)C=C(C(=C1C)CB1OC(C(O1)(C)C)(C)C)C